(8aS,11R)-5-chloro-4-fluoro-2-(methylthio)-8,8a,9,10,11,12-hexahydro-7-oxa-1,3,6,12a-tetraazabenzo[4,5]cyclohepta[1,2,3-de]naphthalene-11-carbonitrile ClC1=C(C=2N=C(N=C3C2C(=N1)OC[C@H]1N3C[C@@H](CC1)C#N)SC)F